7-(1H-benzo[d]imidazol-4-yl)-1-methyl-1,7-diazaspiro[3.5]nonane N1C=NC2=C1C=CC=C2N2CCC1(CCN1C)CC2